4-bromo-2-methoxy-1,3-thiazole BrC=1N=C(SC1)OC